6-{(R)-1-amino-8-azaspiro[4.5]decan-8-yl}-3-(2,3-dichlorophenyl)-2-methyl-3,4-dihydropyrimidin-4-one N[C@@H]1CCCC12CCN(CC2)C2=CC(N(C(=N2)C)C2=C(C(=CC=C2)Cl)Cl)=O